C(C)(C)(C)OC(NC1=NN(C(=N1)[C@H](C)NC(=O)OC(C)(C)C)C1=NC=CC=N1)=O N-[5-[(1S)-1-(tert-Butoxycarbonylamino)ethyl]-1-pyrimidin-2-yl-1,2,4-triazol-3-yl]carbamic acid tert-butyl ester